BrC1=CN2CC(CC3=CC(=CC1=C23)F)N(C)C 1-bromo-8-fluoro-N,N-dimethyl-5,6-dihydro-4H-pyrrolo[3,2,1-ij]quinolin-5-amine